C1C([NH2+]CC1=O)C(=O)[O-] The molecule is an amino acid zwitterion obtained from 4-oxoproline by transfer of a proton from the alpha-carboxy group to the amino group; major species at pH 7.3. It is a tautomer of a 4-oxoproline.